CC=1NC2=CC=CC=C2C1C=1N=C(SC1)NC(CC=1N=C2SC(=CN2C1)C)=O N-[4-(2-methyl-1H-indol-3-yl)thiazol-2-yl]-2-(2-methylimidazo[2,1-b]thiazol-6-yl)acetamide